4-(4,4,5,5-tetramethyl-1,3,2-dioxaborolan-2-yl)-1-(4-(trifluoromethyl)phenyl)-1H-pyrazole CC1(OB(OC1(C)C)C=1C=NN(C1)C1=CC=C(C=C1)C(F)(F)F)C